N-(2-chloroethyl)-3,5-dimethoxyaniline ClCCNC1=CC(=CC(=C1)OC)OC